4-[2-carboxyethyl-[4-(5,6,7,8-tetrahydro-1,8-naphthyridin-2-yl)butyl]amino]-2-(3,3-dimethylbutanoylamino)butanoic acid C(=O)(O)CCN(CCC(C(=O)O)NC(CC(C)(C)C)=O)CCCCC1=NC=2NCCCC2C=C1